N-(6-(azetidin-1-yl)-5-(trifluoromethyl)pyridin-3-yl)-7-chloro-1-methyl-6-(pyrazolo[1,5-a]pyrazin-3-yloxy)-1H-imidazo[4,5-b]pyridin-2-amine N1(CCC1)C1=C(C=C(C=N1)NC=1N(C=2C(=NC=C(C2Cl)OC=2C=NN3C2C=NC=C3)N1)C)C(F)(F)F